C(CCCCCCCCC)C1=CC2=C(N=C(O2)N2C[C@@H](CC2)NC(OC(C)(C)C)=O)C=C1 Tert-butyl (R)-(1-(6-decylbenzo[d]oxazol-2-yl)pyrrolidin-3-yl)carbamate